FC1(CN(C1)C1=NC=C(C(=N1)N)OC)F (3,3-Difluoroazetidin-1-yl)-5-methoxypyrimidin-4-amine